C(C)(=O)C=1C=CC(=C(C1)NC(CCCCOC)=O)Cl N-(5-acetyl-2-chlorophenyl)-5-methoxyvaleramide